4-bromo-7-iodoindoline-6-carboxylic acid methyl ester COC(=O)C1=CC(=C2CCNC2=C1I)Br